3-(9-((4-(aminomethyl)-2-methylphenyl)carbamoyl)-4,5-dihydrobenzo[b]thieno[2,3-d]oxepin-8-yl)-6-((4-cyanocyclohexyl)carbamoyl)picolinic acid NCC1=CC(=C(C=C1)NC(=O)C1=CC2=C(OCCC3=C2SC=C3)C=C1C=1C(=NC(=CC1)C(NC1CCC(CC1)C#N)=O)C(=O)O)C